(S)-4-(cyclopropylethynyl)-7-((2-oxo-1,2-dihydropyridin-3-yl)-methyl)-4-(trifluoromethyl)-3,4-dihydroquinazolin-2(1H)-one C1(CC1)C#C[C@@]1(NC(NC2=CC(=CC=C12)CC=1C(NC=CC1)=O)=O)C(F)(F)F